CC1=C(C=CC(=C1)C1=NC(=NC=C1)NC=1C=NN(C1)C)CNC(=O)N1CC(C1)OC(C)C N-[[2-methyl-4-[2-[(1-methylpyrazol-4-yl)amino]pyrimidin-4-yl]phenyl]methyl]-3-propan-2-yloxyazetidine-1-carboxamide